ClC=1C=C(C=NC1CS(=O)(=O)C)NC=1N=CC2=C(N1)CN(CC2)C(=O)OC(C)(C)C tert-butyl 2-{[5-chloro-6-(methanesulfonylmethyl) pyridin-3-yl]amino}-5H,6H,7H,8H-pyrido[3,4-d]pyrimidine-7-carboxylate